FC(C1=CC=C(C=C1)C=1N=NSC1NC(=O)N1CCN(CC1)C1=NC=CC=C1)(F)F 4-Pyridin-2-yl-piperazine-1-carboxylic acid [4-(4-trifluoromethyl-phenyl)-[1,2,3]thiadiazol-5-yl]-amide